C(C)OC([C@@H](NC(=O)OC(C)(C)C)CO[Si](C1=CC=CC=C1)(C1=CC=CC=C1)C(C)(C)C)=O N-(tert-Butoxycarbonyl)-O-(tert-butyldiphenylsilyl)-L-serine ethyl ester